ClC=1C(=NC(=CC1)OC)OC[C@@H]1N([C@@H]2C[C@@H]2C1)C(=O)OC(C)(C)C tert-butyl (1R,3R,5R)-3-(((3-chloro-6-methoxypyridin-2-yl)oxy)methyl)-2-azabicyclo[3.1.0]hexane-2-carboxylate